(4Z,7Z)-4,7-decadien-1-yl acetate C(C)(=O)OCCC\C=C/C\C=C/CC